6-methyl-2,4-heptanediol benzoate benzenesulfonate C1(=CC=CC=C1)S(=O)(=O)OC(CC(C)OC(C1=CC=CC=C1)=O)CC(C)C